C(C)(C)(C)OC(=O)NCC(C(=O)O)C1=NC(=CC=C1)C 3-[(tert-butoxycarbonyl)amino]-2-(6-methylpyridin-2-yl)propionic acid